N-[5-[(4-chlorophenyl)methoxy]-1,3,4-thiadiazol-2-yl]-2-fluoropyridine-3-carboxamide ClC1=CC=C(C=C1)COC1=NN=C(S1)NC(=O)C=1C(=NC=CC1)F